N1=CC=CC2=CCN3C(=C12)C=C(C=C3)C(=O)O Pyrido[1,2-h][1,7]Naphthyridine-10-carboxylic acid